FC1(CC2=CC=C(C=C2C1)C(=O)NC1=CC(=CC=C1)S(N)(=O)=O)F 2,2-difluoro-N-(3-sulfamoylphenyl)-2,3-dihydro-1H-indene-5-carboxamide